tert-butyl 2-(2-((7-(3-(aminomethyl)phenyl)-5-((2-(2-ethoxy-2-oxoethyl)phenoxy)methyl)benzofuran-2-yl)methoxy)phenyl)acetate NCC=1C=C(C=CC1)C1=CC(=CC=2C=C(OC21)COC2=C(C=CC=C2)CC(=O)OC(C)(C)C)COC2=C(C=CC=C2)CC(=O)OCC